FC1=C(N(N=C1)C)C1=CC=C(C=C1)[C@H](C)N (1S)-1-[4-(4-fluoro-2-methylpyrazol-3-yl)phenyl]ethanamine